bicyclo[2.2.2]-octane-2,3,5,6-tetracarboxylic acid-2,3:5,6-dianhydride C12C3C(C(C4C1C(=O)OC4=O)CC2)C(=O)OC3=O